3-(2-methoxyvinyl)-N-methyl-N-phenylbenzamide COC=CC=1C=C(C(=O)N(C2=CC=CC=C2)C)C=CC1